2-chloro-5-(5,5-difluoro-4-hydroxyl-3-(methylsulfonyl)-5,6-dihydrocyclopenta[b]pyrrol-1(4H)-yl)benzonitrile ClC1=C(C#N)C=C(C=C1)N1C2=C(C(=C1)S(=O)(=O)C)C(C(C2)(F)F)O